2-isopropoxy-2-oxo-1,3,2-dioxaphosphorinane C(C)(C)OP1(OCCCO1)=O